2-((4,6-Dimethylpyridin-2-yl)amino)-N-(2-(2-(trifluoromethyl)-1H-indol-3-yl)ethyl)pyrimidine-5-carboxamide CC1=CC(=NC(=C1)C)NC1=NC=C(C=N1)C(=O)NCCC1=C(NC2=CC=CC=C12)C(F)(F)F